N2-methyl-1-(2-methylpropyl)-N4,N4-bis(phenylmethyl)-1H-imidazo[4,5-c]quinoline-2,4-diamine CNC=1N(C2=C(C(=NC=3C=CC=CC23)N(CC2=CC=CC=C2)CC2=CC=CC=C2)N1)CC(C)C